NC1=C(C=CC(=C1)NCCO)OC 2-amino-4-hydroxyethylaminoanisol